C(CCC1=CC=CC=C1)(=O)Cl hydrocinnamoyl chloride